FP(F)(F)(Cl)Cl trifluorophosphorus dichloride